(R)-4-(1,2,4-triazin-3-ylamino)-2-fluoro-N-(8-methylisoquinolin-1-yl)-N-(piperidin-3-yl)benzamide N1=NC(=NC=C1)NC1=CC(=C(C(=O)N([C@H]2CNCCC2)C2=NC=CC3=CC=CC(=C23)C)C=C1)F